7-chloro-2-(trifluoromethyl)-1H-benzo[d]Imidazole-4-carboxylic acid ethyl ester C(C)OC(=O)C1=CC=C(C=2NC(=NC21)C(F)(F)F)Cl